COC(=O)C1=CC=C2CN(C(NC2=C1)=O)CC 3-Ethyl-2-oxo-1,2,3,4-tetrahydroquinazoline-7-carboxylic acid methyl ester